oleyl sulfosuccinate sodium salt [Na+].S(=O)(=O)(O)C(C(=O)OCCCCCCCC\C=C/CCCCCCCC)CC(=O)[O-]